CC1=C(C=C(C(=C1)OC1=CC(=CC=C1)SC(C(F)(F)F)(F)F)C)N=CN(C)CC N'-(2,5-dimethyl-4-{3-[(penta-fluoroethyl)sulfanyl]phenoxy}phenyl)-N-ethyl-N-methylimidoformamide